N-[3-(3-chloro-4-cyano-phenoxy)-2,2,4,4-tetramethyl-cyclobutyl]-4-(4-formyl-1-piperidyl)benzamide ClC=1C=C(OC2C(C(C2(C)C)NC(C2=CC=C(C=C2)N2CCC(CC2)C=O)=O)(C)C)C=CC1C#N